3-(pyrrolidin-1-yl)propanenitrile N1(CCCC1)CCC#N